N-methyl-trimethylenediamine CNCCCN